N-(β-aminoethyl)-gamma-aminopropyltrimethoxysilane NCCNCCC[Si](OC)(OC)OC